4,4'-cyclohexylidenedi[N,N-di(4-methyl-phenyl)aniline] C1(CCCCC1)(C1=CC=C(N(C2=CC=C(C=C2)C)C2=CC=C(C=C2)C)C=C1)C1=CC=C(N(C2=CC=C(C=C2)C)C2=CC=C(C=C2)C)C=C1